2-(2-fluoro-4-(2-oxo-2-((6-(trifluoromethyl)-[1,2,4]triazolo[1,5-a]pyridin-2-yl)amino)ethyl)phenoxy)nicotinamide FC1=C(OC2=C(C(=O)N)C=CC=N2)C=CC(=C1)CC(NC1=NN2C(C=CC(=C2)C(F)(F)F)=N1)=O